4-(((1R,5S,6S)-3-methyl-3-azabicyclo[3.1.0]hex-6-yl)amino)-6-oxo-1,6-dihydropyridine-3-carboxamide CN1C[C@@H]2C([C@@H]2C1)NC=1C(=CNC(C1)=O)C(=O)N